(Z)-N-[5-(3-imidazol-1-ylpropylamino)-4-[[(Z)-octadec-9-enoyl]amino]-5-oxo-pentyl]octadec-9-enamide N1(C=NC=C1)CCCNC(C(CCCNC(CCCCCCC\C=C/CCCCCCCC)=O)NC(CCCCCCC\C=C/CCCCCCCC)=O)=O